(4-fluoro-1-(6-(1-methyl-1H-pyrazol-4-yl)pyrazolo[1,5-a]piperidin-4-yl)methyl)-1H-1,2,3-triazole-4-carboxamide trifluoroacetate FC(C(=O)O)(F)F.FC1(C=2N(CC(C1)C=1C=NN(C1)C)N=CC2)CN2N=NC(=C2)C(=O)N